C[Si](CCOCN1C2=NC=3OC(C(NC3C=C2C=C1)([2H])[2H])([2H])[2H])(C)C 4-[[2-(trimethylsilyl)ethoxy]methyl](11,11,12,12-2H4)-13-oxa-2,4,10-triazatricyclo[7.4.0.0^[3,7]]trideca-1(9),2,5,7-tetraen